dibenzopyran-3-ol C1=CC(=CC2=C1C1=C(CO2)C=CC=C1)O